benzyl-bis(2-hydroxyethyl)(2-dodecyloxyethyl)ammonium bromide [Br-].C(C1=CC=CC=C1)[N+](CCOCCCCCCCCCCCC)(CCO)CCO